COC1=CC=C(CN(C=2C=3N(C(=C(N2)C=2C(=C(C#N)C=CC2)F)Br)N=C(N3)C(C3=C(C=CC=C3F)F)O[Si](C)(C)C(C)(C)C)CC3=CC=C(C=C3)OC)C=C1 3-(8-(bis(4-methoxybenzyl)amino)-5-bromo-2-(((tert-butyldimethylsilyl)oxy)(2,6-difluorophenyl)methyl)-[1,2,4]triazolo[1,5-a]pyrazin-6-yl)-2-fluorobenzonitrile